4,4'-(1H-pyrazolo[3,4-b]pyridine-3,5-diyl)diphenol N1N=C(C=2C1=NC=C(C2)C2=CC=C(C=C2)O)C2=CC=C(C=C2)O